4-((1-(((4,6-dichloropyrimidin-2-yl)oxy)methyl)cyclopropyl)methyl)morpholine ClC1=NC(=NC(=C1)Cl)OCC1(CC1)CN1CCOCC1